BrC1=C(C2=C(C=CC=C2C(=C1)Br)F)N 2,4-dibromo-8-fluoro-naphthalene-1-amine